ClC=1C=C(C(=NC1)OC=1C(=C(C=NC1)C=O)C)F 5-[(5-chloro-3-fluoro-2-pyridyl)oxy]-4-methyl-pyridine-3-carbaldehyde